3-[4-(trifluoromethyl)phenyl]propanamidine FC(C1=CC=C(C=C1)CCC(=N)N)(F)F